C1=C(C=CC2=CC=CC=C12)NC1=CC=C(C=C1)NC1=CC2=CC=CC=C2C=C1 bis(beta-naphthyl)-p-phenylenediamine